2-(2-((7-(3-(aminomethyl)-2-fluorophenyl)-4-fluorobenzofuran-5-yl)methoxy)-4-methoxyphenyl)acetic acid NCC=1C(=C(C=CC1)C1=CC(=C(C=2C=COC21)F)COC2=C(C=CC(=C2)OC)CC(=O)O)F